(Z)-3-((tert-butylamino)methylene)-6-chloro-2-(2-hydroxyphenyl)chroman-4-one C(C)(C)(C)N\C=C/1\C(OC2=CC=C(C=C2C1=O)Cl)C1=C(C=CC=C1)O